2-(4-(1H-pyrazol-1-yl)phenyl)-5-methyl-4-(4-(4-(trifluoromethoxy)phenoxy)benzyl)oxazole N1(N=CC=C1)C1=CC=C(C=C1)C=1OC(=C(N1)CC1=CC=C(C=C1)OC1=CC=C(C=C1)OC(F)(F)F)C